(3-fluoro-5-(trifluoromethyl)pyridin-2-yl)methanol FC=1C(=NC=C(C1)C(F)(F)F)CO